N1(CCC1)CCCC1=NC=2C(=C3C(=NC2C)C=C(S3)C3=NNC=C3)N1C 2-(3-(azetidin-1-yl)propyl)-1,4-dimethyl-7-(1H-pyrazol-3-yl)-1H-imidazo[4,5-d]thieno[3,2-b]pyridine